8-bromo-1-(4-(1-hydroxyethyl)phenyl)-1,3-dihydro-2H-imidazo[4,5-c]quinolin-2-one BrC1=CC=2C3=C(C=NC2C=C1)NC(N3C3=CC=C(C=C3)C(C)O)=O